[Pt](I)I.FC1=C(C(=C(C(=C1P(C1=C(C(=C(C(=C1F)F)F)F)F)C1=C(C(=C(C(=C1F)F)F)F)F)F)F)F)F.FC1=C(C(=C(C(=C1P(C1=C(C(=C(C(=C1F)F)F)F)F)C1=C(C(=C(C(=C1F)F)F)F)F)F)F)F)F bis(tris(pentafluorophenyl)phosphine) platinum diiodide